3'-{(1R)-1-[(6,7-dimethoxy-2-methylquinazolin-4-yl)amino]ethyl}-N,N-dimethylbiphenyl-2-sulfonamide COC=1C=C2C(=NC(=NC2=CC1OC)C)N[C@H](C)C=1C=C(C=CC1)C=1C(=CC=CC1)S(=O)(=O)N(C)C